5-(bromomethyl)-undecane BrCC(CCCC)CCCCCC